C1(CC1)C1=C(CC2(CCN(CC2)C(C2=C(N=CC=C2)C2=NC=NC=C2)=O)C#N)C=CC=C1 4-(2-cyclopropylbenzyl)-1-(2-(pyrimidin-4-yl)nicotinoyl)piperidine-4-carbonitrile